C1(CCCCC1)NC(C(=O)C1=CC(=C(C=C1)OCC(=O)NC1CC1)OC)=O N-cyclohexyl-2-(4-(2-(cyclopropylamino)-2-oxoethoxy)-3-methoxyphenyl)-2-oxoacetamide